BrC=1C(=NC(=NC1)NC1=C(C=C(C(=C1)C)N1CCC(CC1)N1CCN(CC1)C)Cl)NC1=CC2=C(C=CO2)C=C1N(S(=O)(=O)C)C N-(6-((5-bromo-2-((2-chloro-5-methyl-4-(4-(4-methylpiperazin-1-yl)piperidine-1-yl)phenyl)amino)pyrimidin-4-yl)amino)benzofuran-5-yl)-N-methylmethanesulfonamide